C(C)C1=NSC(=N1)NC(=O)C1CN(C1)C1=CC(=C2C(C(=CN(C2=N1)C=1SC=CN1)C(=O)O)=O)C 7-{3-[(3-ethyl-1,2,4-thiadiazol-5-yl)carbamoyl]azetidin-1-yl}-5-methyl-4-oxo-1-(1,3-thiazol-2-yl)-1,4-dihydro-1,8-naphthyridine-3-carboxylic acid